C(C1CO1)OCCC[Si](OC)(OC)CC (gamma-glycidoxypropyl)(ethyl)dimethoxysilane